COC1=C2C=CC(=NC2=CC=C1)NC1=NC2=CC=CC=C2C=C1 5-methoxy-N-(quinolin-2-yl)quinolin-2-amine